BrC1=C(C=C2C(=NC(=NC2=C1F)OC[C@]12CCCN2C[C@@H](C1)F)N1CCOC[C@H](C1)O)F (S)-4-(7-bromo-6,8-difluoro-2-(((2R,7aS)-2-fluorotetrahydro-1H-pyrrolizin-7a(5H)-yl)methoxy)quinazolin-4-yl)-1,4-oxazepan-6-ol